C1(CCCCC1)C(=O)N1CCN(CC1)C=1C(=CC2=C(C(C=3NC4=CC(=CC=C4C3C2=O)C#N)(C)C)C1)CC 8-(4-Cyclohexanecarbonyl-piperazin-1-yl)-9-ethyl-6,6-dimethyl-11-oxo-6,11-dihydro-5H-benzo[b]carbazole-3-carbonitrile